((1-benzyl-5-hydroxy-3-((2-methyl-4'-(trifluoromethoxy)-[1,1'-biphenyl]-3-yl)methyl)-1H-indol-6-yl)methyl)-L-proline C(C1=CC=CC=C1)N1C=C(C2=CC(=C(C=C12)CN1[C@@H](CCC1)C(=O)O)O)CC=1C(=C(C=CC1)C1=CC=C(C=C1)OC(F)(F)F)C